FC1=C(C=CC(=C1)N1N=C(C=C1)CO)NC1=NC=C2C=CC(=NC2=C1)CS(=O)(=O)C1CCN(CC1)C(=O)OC(C)(C)C tert-butyl 4-[[7-([2-fluoro-4-[3-(hydroxymethyl)pyrazol-1-yl]phenyl]amino)-1,6-naphthyridin-2-yl]methanesulfonyl]piperidine-1-carboxylate